6-[4-[(S or R)-(4-Fluorophenyl)-phenylmethyl]piperidine-1-carbonyl]-4H-1,4-benzoxazin-3-one FC1=CC=C(C=C1)[C@@H](C1CCN(CC1)C(=O)C=1C=CC2=C(NC(CO2)=O)C1)C1=CC=CC=C1 |o1:7|